FC(C1=C(C=C(C=C1)C(F)(F)F)C(C(=O)O)C)(F)F 2,5-bis(trifluoromethyl)-phenylpropionic acid